4-(2,4-difluorophenyl)-2-(1H-indol-3-yl)-4-oxobutanoic acid FC1=C(C=CC(=C1)F)C(CC(C(=O)O)C1=CNC2=CC=CC=C12)=O